NC=1N=C(C2=C(N1)C=CN(C2=O)CC2=CC=C(C(=O)NCCN1CCCC1)C=C2)NCCCC 4-((2-amino-4-(butylamino)-5-oxopyrido[4,3-d]pyrimidin-6(5H)-yl)methyl)-N-(2-(pyrrolidin-1-yl)ethyl)benzamide